FC=1C=C(OC(C(=O)[O-])C)C=C(C1)F 2-(3,5-difluoro-phenoxy)-propionate